C(=C)C1=CC=C(C=C1)C1=CSC=C1 3-(4-vinylphenyl)thiophene